COC1=CC=C(C=N1)C1=C2CNC(C2=CC=C1)=O 4-(6-methoxypyridin-3-yl)isoindolin-1-one